[N+](=O)([O-])C1=CC(=CC2=C1NC(CO2)C2CCOCC2)S(=O)(=O)N 5-nitro-3-(oxan-4-yl)-3,4-dihydro-2H-1,4-benzoxazine-7-sulfonamide